NC1[C@@H]([C@@H](C(C1)O)O)O (2R,3S)-4-amino-1,2,3-cyclopentanetriol